IC(C(C)C)OC(CCCCCCCCCCC)=O.[I-].C(CCCCCCCCCCC)(=O)OC(C(C)C)[N+]1(CCC=C(C1)C1=NSN=C1OCCCCCC)C 1-(1-(Dodecanoyloxy)-2-methylpropyl)-5-(4-(hexyloxy)-1,2,5-thiadiazol-3-yl)-1-methyl-1,2,3,6-tetrahydropyridin-1-ium iodide (1-Iodo-2-methyl-propyl)dodecanoate